CC1=CCC1 2-methylcyclobutene